FC=1C=C(CC2=CN=C(S2)NC(N(CC(C)(C)O)CC)=S)C=C(C1)F 3-(5-(3,5-difluorobenzyl)thiazol-2-yl)-1-ethyl-1-(2-hydroxy-2-methylpropyl)thiourea